FC(C[C@@H](C)[C@H]1CC[C@H]2CCCC[C@@]12C)(CC(=C)C)F (1R,3aR,4S,7aR)-1-[(R)-4,4-difluoro-6-methylhept-6-en-2-yl]-7a-methyloctahydro-1H-inden